FC(C1=C2CN(C(C2=CC(=C1)[C@@H](C)NC1(CCC1)C)=O)C1=CC(=CC=C1)[C@H](C1COC1)C1=NN=CN1C)F 4-(difluoromethyl)-2-(3-((S)-(4-methyl-4H-1,2,4-triazol-3-yl)(oxetan-3-yl)methyl)phenyl)-6-((R)-1-((1-methylcyclobutyl)amino)ethyl)isoindolin-1-one